ClC1=C(N=C(C=2CN3[C@@H](COC21)CN(CC3)C(C=C)=O)C#C)C3=C(C=CC=C3O)Cl 1-((6AR)-4-chloro-3-(2-chloro-6-hydroxyphenyl)-1-ethynyl-6a,7,9,10-tetrahydro-12H-pyrazino[2,1-c]pyrido[3,4-f][1,4]oxazepin-8(6H)-yl)prop-2-en-1-one